C(C=C)(=O)O.C(C=C)(=O)O.C(C=C)(=O)O.C(O)C(C)C 2-methylolpropane triacrylate